CNC(C(C)N1C=NC2=C(C1=O)C=C(N=C2C=2C=NC=CC2)C=2C=NC(=CC2)C(F)(F)F)=O N-methyl-2-(4-oxo-8-(pyridin-3-yl)-6-(6-(trifluoromethyl)pyridin-3-yl)pyrido[3,4-d]pyrimidin-3(4H)-yl)propionamide